N-(N-[N-[(acetylthio)acetyl]glycyl]glycyl)-glycine C(C)(=O)SCC(=O)NCC(=O)NCC(=O)NCC(=O)O